FC1=C(OC2=C(C=C(C=C2)N2C(N=C(C2=O)C)=O)C=2C3=C(C(N(C2)C)=O)N(C=C3)S(=O)(=O)C3=CC=C(C)C=C3)C=CC(=C1)F 3-(4-(2,4-difluorophenoxy)-3-(6-methyl-7-oxo-1-tosyl-6,7-dihydro-1H-pyrrolo[2,3-c]pyridin-4-yl)phenyl)-5-methylimidazole-2,4-dione